N-(4-chloro-2,5-difluoro-phenyl)-5-(2-pyridyl)-1H-pyrrole-3-sulfonamide ClC1=CC(=C(C=C1F)NS(=O)(=O)C1=CNC(=C1)C1=NC=CC=C1)F